tert-butyl N-[1-(3-chloro-2-fluorophenyl)-3-oxopropan-2-yl]-N-[(4-methoxyphenyl)methyl]carbamate ClC=1C(=C(C=CC1)CC(C=O)N(C(OC(C)(C)C)=O)CC1=CC=C(C=C1)OC)F